CN1N=C(C=C1COC1OCCCC1)CO 1-methyl-5-[[(tetrahydro-2H-pyran-2-yl)oxy]methyl]-1H-pyrazole-3-methanol